COC(=O)C=1C(=C2C(NC(=NN2C1CCC)C1=C(C=CC(=C1)S(=O)(=O)N1CCN(CC1)C)OCC)=O)C Methyl-2-(2-ethoxy-5-((4-methylpiperazin-1-yl)sulfonyl)phenyl)-5-methyl-4-oxo-7-propyl-3,4-dihydropyrrolo[2,1-f][1,2,4]triazin-6-carboxylat